3,9-difluoro-12-(2-morpholin-4-ylethyl)-12,13-dihydro-5H-indolo[2,3-a]pyrrolo[3,4-c]carbazole-5,7(6H)-dione FC1=CC2=C(C=C1)NC1=C2C2=C(C=3C4=CC(=CC=C4N(C13)CCN1CCOCC1)F)C(NC2=O)=O